C(C)[C@]1(C[C@H]2[C@@]([C@H]3CC[C@]4([C@H]([C@@H]3CC2)CC[C@@H]4[C@H](C)CC[C@@](C(F)(F)F)(C)O)C)(CCC1)C)O (1R,3aS,3bR,5aS,7S,10aS,10bS,12aR)-7-ethyl-10a,12a-dimethyl-1-((2R,5R)-6,6,6-trifluoro-5-hydroxy-5-methylhexan-2-yl)octadecahydrocyclohepta[a]cyclopenta[f]naphthalen-7-ol